N-((1S)-1-cyclohexyl-2-oxo-2-((2-(6-oxo-5,7-diazaspiro[2.5]octan-5-yl)-2-(2,2,2-trifluoro-1-hydroxyethyl)-2,3-dihydro-1H-inden-5-yl)amino)ethyl)-1-methyl-1H-pyrazole-5-carboxamide C1(CCCCC1)[C@@H](C(NC=1C=C2CC(CC2=CC1)(C(C(F)(F)F)O)N1CC2(CC2)CNC1=O)=O)NC(=O)C1=CC=NN1C